(3R,4R)-3-Hydroxy-4-[(5R)-5H-imidazo[4,3-a]isoindol-5-yl]pyrrolidin-1-sulfonamid O[C@H]1CN(C[C@@H]1[C@H]1N2C(C3=CC=CC=C13)=CN=C2)S(=O)(=O)N